2,7-di[N,N-di(9,9-spirobifluoren-2-yl)amino]-9,9-spirobifluorene C1=C(C=CC=2C3=CC=CC=C3C3(C12)C1=CC=CC=C1C=1C=CC=CC13)N(C1=CC=3C2(C4=CC=CC=C4C3C=C1)C1=CC=CC=C1C=1C=CC=CC12)C1=CC=2C3(C4=CC(=CC=C4C2C=C1)N(C1=CC=2C4(C5=CC=CC=C5C2C=C1)C1=CC=CC=C1C=1C=CC=CC14)C1=CC=4C2(C5=CC=CC=C5C4C=C1)C1=CC=CC=C1C=1C=CC=CC12)C1=CC=CC=C1C=1C=CC=CC13